NC1=NC=CC=C1C(C)N1CCOC2=NC(=C(C=3N=C(N=C1C23)O)F)C2=C3C=NNC3=CC(=C2C)C 10-(1-(2-aminopyridin-3-yl)ethyl)-5-(5,6-dimethyl-1H-indazol-4-yl)-4-fluoro-9,10-dihydro-8H-7-oxa-1,3,6,10-tetraazacyclohepta[de]naphthalen-2-ol